C1(CC1)C=1C=C(C=NC1)C=1N=NN(C1)C1(COC1)C1=CC=C(C=N1)N1C[C@@H](CCC1)N(C(OC(C)(C)C)=O)CC(C)C tert-butyl (R)-(1-(6-(3-(4-(5-cyclopropylpyridin-3-yl)-1H-1,2,3-triazol-1-yl)oxetan-3-yl)pyridin-3-yl)piperidin-3-yl)(isobutyl)carbamate